OB1OCC2=C1C=C(C=C2)C=2C(=C(C#N)C=CC2)N2CCC(CC2)C2=NN=CN2C 3-(1-hydroxy-1,3-dihydrobenzo[c][1,2]oxaborol-6-yl)-2-(4-(4-methyl-4H-1,2,4-triazol-3-yl)piperidin-1-yl)benzonitrile